C(=O)(C=C)C=C(C(=O)O)C.C(C(=C)C)(=O)O methacrylate (acryl methacrylate)